CN(C(=O)NC1=NC=CC(=C1)C(F)(F)F)C1CC2(CN(C2)C(=O)C=2C=NN3C2C=CC=C3)C1 1-methyl-1-(2-(pyrazolo[1,5-a]pyridine-3-carbonyl)-2-azaspiro[3.3]heptan-6-yl)-3-(4-(trifluoromethyl)pyridin-2-yl)urea